CN1N=C(C=C1OCC(=O)C1=C(C=C(C(=C1)F)Cl)Cl)C(F)(F)F (E)-2-((1-methyl-3-trifluoromethyl-1H-pyrazol-5-yl)oxy)-1-(2,4-dichloro-5-fluorophenyl)ethan-1-one